Methyl 3,3-dimethyl-4-pentenoate CC(CC(=O)OC)(C=C)C